4-(2-chloro-5-fluorobenzamido)benzoic acid ClC1=C(C(=O)NC2=CC=C(C(=O)O)C=C2)C=C(C=C1)F